C1(C=CC2=CC=CC=C12)[SiH2]O[SiH2]C1C=CC2=CC=CC=C12 1,3-di(1-indenyl)disiloxane